Cl.ClCCCN1CCCC1 N-(3-chloropropyl)pyrrolidine hydrochloride